2,2,5,5-tetrachloro-3-methyl-2,5-disilahexane Cl[Si](C)(C(C[Si](C)(Cl)Cl)C)Cl